CNC(=N[N+](=O)[O-])NCC1COCC1 1-methyl-2-nitro-3-((tetrahydrofuran-3-yl)methyl)guanidine